ClC1=C(C=CC=C1)C=1C=CC2=C(N=C(N=C2N)NC2CCN(CC2)C)N1 7-(2-chlorophenyl)-N2-(1-methylpiperidin-4-yl)pyrido[2,3-d]pyrimidine-2,4-diamine